(S)-N-(1-cyclobutyl-6-(2-hydroxypropan-2-yl)-1H-benzo[d]imidazol-2-yl)-3-phenylbutanamide C1(CCC1)N1C(=NC2=C1C=C(C=C2)C(C)(C)O)NC(C[C@H](C)C2=CC=CC=C2)=O